CC1=C(OC=2C3=C(N=C(N2)NC2=CC=C(C#N)C=C2)CCC3)C(=CC=C1)C 4-((4-(2,6-Dimethylphenoxy)-6,7-dihydro-5H-cyclopenta[d]pyrimidine-2-yl)amino)-benzonitrile